2-chloro-3,6-dimethyl-pyridine ClC1=NC(=CC=C1C)C